FC=1C=C(C2=C(CCO2)C1)NC(OC1=CC=CC=C1)=O phenyl (5-fluoro-2,3-dihydrobenzofuran-7-yl)carbamate